C(C1=CC=CC=C1)C=1N=NC(=C(C1C)C)C1CCN(CC1)C1=NC=C(N=C1)C(C)(C)OC 3-benzyl-6-{1-[5-(1-methoxy-1-methyl-ethyl)-pyrazin-2-yl]-piperidin-4-yl}-4,5-dimethyl-pyridazine